C(CCC)OC(=O)N[C@@H](C(=O)O)CC=1C=NN(C1)CCC1=NC=2NCCCC2C=C1 |r| (±)-2-((Butoxycarbonyl)amino)-3-(1-(2-(5,6,7,8-tetrahydro-1,8-naphthyridin-2-yl)ethyl)-1H-pyrazol-4-yl)propanoic acid